2-(((1R,5S,6r)-6-(6-((4-Chloro-2-fluorobenzyl)oxy)pyridin-2-yl)-3-azabicyclo[3.1.0]hexan-3-yl)methyl)-1-((1-ethyl-1H-imidazol-5-yl)methyl)-1H-benzo[d]imidazole-6-carboxylic acid ClC1=CC(=C(COC2=CC=CC(=N2)C2[C@H]3CN(C[C@@H]23)CC2=NC3=C(N2CC2=CN=CN2CC)C=C(C=C3)C(=O)O)C=C1)F